(S)-2-((4-((2-hydroxy-1-phenylethyl)amino)-5-(3-(pyridin-4-yl)-1,2,4-oxadiazol-5-yl)pyridin-2-yl)amino)-6-(4-methoxybenzyl)-6,7-dihydro-5H-pyrrolo[3,4-b]pyridin-5-one OC[C@H](C1=CC=CC=C1)NC1=CC(=NC=C1C1=NC(=NO1)C1=CC=NC=C1)NC1=CC=C2C(=N1)CN(C2=O)CC2=CC=C(C=C2)OC